ClC=1C(=NC(=NC1)NC1=CC(=C(C(=O)NOCC(C)C)C=C1OC)F)NC1=C(C=CC=C1)P(=O)(C)C 4-((5-chloro-4-((2-(dimethylphosphoryl)phenyl)amino)pyrimidin-2-yl)amino)-2-fluoro-N-isobutoxy-5-methoxybenzamide